3-vinylbicyclo[4.2.0]octa-1,3,5-triene C(=C)C=1C=C2CCC2=CC1